CN1C2=C(N(CC[C@@H](C1=O)NC1=C(C#N)C(=CC(=N1)C)C(F)(F)F)CC=O)C(=CC=C2)C (S)-2-((1,7-dimethyl-2-oxo-6-(2-oxoethyl)-1,2,3,4,5,6-hexahydrobenzo[b][1,4]diazocine-3-yl)amino)-6-methyl-4-(trifluoromethyl)nicotinonitrile